1-((5-azido-2-fluorophenyl)sulfonyl)-3,3-difluoroazetidine N(=[N+]=[N-])C=1C=CC(=C(C1)S(=O)(=O)N1CC(C1)(F)F)F